methyl-4,6-dinitrophenol CC1=C(C(=CC(=C1)[N+](=O)[O-])[N+](=O)[O-])O